Cl.CN1N=C2C(C=NC(=C2)[C@@H](C)N)=C1 (R)-1-(2-methyl-2H-pyrazolo[4,3-c]pyridin-6-yl)ethan-1-amine hydrochloride